(21-carboxyhenicosyl)triphenylphosphonium bromide [Br-].C(=O)(O)CCCCCCCCCCCCCCCCCCCCC[P+](C1=CC=CC=C1)(C1=CC=CC=C1)C1=CC=CC=C1